C(CC#C)O[Si](C)(C)C(C)(C)C (but-3-ynyloxy)(tert-butyl)dimethylsilane